BrC1=CC2=C(N(C([C@@H](N=C2C2=NC=CC=C2)C(CC)CC)=O)CC(=O)O)C=C1 (S)-2-(7-bromo-2-oxo-3-(pent-3-yl)-5-(pyridin-2-yl)-2,3-dihydro-1H-benzo[e][1,4]diazepin-1-yl)acetic acid